ClC1=CC=C(C=C1)N1C(=NN=C1CN1N=CN=C1)[C@@H]1CC[C@H](CC1)OC1=NC=CC=C1 Trans-2-[4-[4-(4-chlorophenyl)-5-(1,2,4-triazol-1-ylmethyl)-1,2,4-triazol-3-yl]cyclohexyl]oxy-pyridine